(diethylamino)-9H-chromeno[2,3-d]thiazol-9-one C(C)N(CC)C=1SC2=C(N1)OC=1C=CC=CC1C2=O